(4S)-4-[[3-[(4-fluoro-2,3-dihydro-1H-inden-2-yl)amino]cyclobutyl]amino-2-oxopyrrolidin-1-yl]-4H-pyrido[3,2-b][1,4]oxazin-3-one FC1=C2CC(CC2=CC=C1)NC1CC(C1)NC1C(N(CC1)N1C2=C(OCC1=O)C=CC=N2)=O